COC=1C=C(C=CC1)C1=NN2C=NC=3C=CC=CC3C2=N1 2-(3-methoxyphenyl)[1,2,4]triazolo[1,5-c]quinazolin